3-bromopropyl-boric acid BrCCCOB(O)O